BrC=1C=C2CCC(C2=CC1)N 5-Bromo-2,3-dihydro-1H-inden-1-amine